BrC1=CC=C(O1)C(CNC(=O)C1=NC=CC=C1)SC1=CC=CC=C1 Pyridine-2-carboxylic acid [2-(5-bromofuran-2-yl)-2-phenylsulfanyl-ethyl] amide